γ-glycidyl-Oxypropylmethyldimethoxysilane C(C1CO1)OCCC[Si](OC)(OC)C